isoindoline-2-yl(piperidin-4-yl)methanone C1N(CC2=CC=CC=C12)C(=O)C1CCNCC1